FC(C(=O)O)(F)F.N1CCC(CC1)C(=O)N piperidine-4-carboxamide 2,2,2-trifluoroacetic acid salt